[Sb].[Ag].[Cu].[Sn] tin-copper-silver-antimony